C(C)(C)(C)C1CCC(CC1)(C=C)OC(C)=O acetic acid (4-t-butyl-1-vinyl-cyclohexyl) ester